CC1=C(C(C=C1)([In])C)C trimethylcyclopentadienylindium